acryloxynonadecyldibromomethylsilane C(C=C)(=O)OCCCCCCCCCCCCCCCCCCC[SiH2]C(Br)Br